{(2S,6R)-6-(5-methyl-2,4-dioxo-3,4-dihydropyrimidin-1(2H)-yl)-4-tritylmorpholin-2-yl}methyl 3,4,5-tris(octadecyloxy)benzoate C(CCCCCCCCCCCCCCCCC)OC=1C=C(C(=O)OC[C@@H]2CN(C[C@@H](O2)N2C(NC(C(=C2)C)=O)=O)C(C2=CC=CC=C2)(C2=CC=CC=C2)C2=CC=CC=C2)C=C(C1OCCCCCCCCCCCCCCCCCC)OCCCCCCCCCCCCCCCCCC